butyl (2S,4S)-4-(5-ethyl-1,2-thiazole-3-carboxamido)-2-methylpiperidine-1-carboxylate C(C)C1=CC(=NS1)C(=O)N[C@@H]1C[C@@H](N(CC1)C(=O)OCCCC)C